phenyl-{3-hydroxy-3-[(2S)-piperidin-2-yl]azetidin-1-yl}methanon C1(=CC=CC=C1)C(=O)N1CC(C1)([C@H]1NCCCC1)O